C(C)(C)(C)N([C@H](CCOC1=CC=CC=C1)C(=O)O)C(=O)OC(C)(C)C tert-butyl-N-(tert-butoxycarbonyl)-O-phenyl-D-homoserine